O=C(CCC(=O)O)C=1SC=CC1 4-oxo-4-(thiophen-2-yl)butyric acid